FC=1C(=NC(=NC1)N[C@@H]1CC[C@H](CC1)NC(C)=O)C1=CC(=CC=C1)C1=CNC(C=C1)=O trans-N-(4-((5-fluoro-4-(3-(6-oxo-1,6-dihydropyridin-3-yl)phenyl)pyrimidin-2-yl)amino)cyclohexyl)acetamide